C(C)(C)(C)OC(=O)N1CCC(CC1)NC 1-tert-butoxycarbonyl-4-(methylamino)piperidine